(S)-10-((5-Chloro-2-((S)-3-ethylpyrrolidin-1-yl)pyrimidin-4-yl)amino)-2-cyclopropyl-3,3-difluoro-7-methyl-1,2,3,4-tetrahydro-[1,4]oxazepino[2,3-c]chinolin-6(7H)-on ClC=1C(=NC(=NC1)N1C[C@H](CC1)CC)NC1=CC=2C3=C(C(N(C2C=C1)C)=O)OCC([C@@H](N3)C3CC3)(F)F